BrC1=C(C2=C(N=C(N=C2)NC2=NC=C(C=C2)N2CC(OC(C2)C)C)N(C1=O)C1CCCC1)C 6-Bromo-8-cyclopentyl-2-[5-(2,6-dimethyl-morpholin-4-yl)-pyridin-2-ylamino]-5-methyl-8H-pyrido[2,3-d]pyrimidin-7-one